COC1=NC=C(C2=CC=CC=C12)C(CC)NC(=O)N (1-(1-methoxyisoquinolin-4-yl)propyl)urea